CC1=C(C=NC(=C1)OC1=CC=CC=C1)N1C2=C(SC=3N=CC=C(NC1=O)C32)C(=O)N (4-methyl-6-phenoxypyridin-3-yl)-4-oxo-4,5-dihydro-3H-1-thia-3,5,8-triazaacenaphthylene-2-carboxamide